C(C)(=O)N(C(C(C(C)=O)(C(C)=O)C(C)=O)=O)N=[N+]=[N-] tetra-acetyl-N-azidoacetamide